2-bromo-1-(4-iodophenyl)ethanone ethyl-1-(4-(2-cyanopropan-2-yl)benzyl)-1H-imidazole-4-carboxylate C(C)OC(=O)C=1N=CN(C1)CC1=CC=C(C=C1)C(C)(C)C#N.BrCC(=O)C1=CC=C(C=C1)I